C(#C)C1(C=CC(C=C1C1=CC=C(C=C1)OC)=O)O 6-ethynyl-6-hydroxy-4'-methoxy-[1,1'-biphenyl]-3(6H)-one